C(C)(C)(C)OC(=O)N[C@@](C)(CC=C)C=1N(C=C(N1)C1=C(C=CC=C1)F)C(=O)OC(C)(C)C (S)-tert-butyl 2-(2-((tert-butoxycarbonyl)amino)pent-4-en-2-yl)-4-(2-fluorophenyl)-1H-imidazole-1-carboxylate